benzyl (R)-2-(6-cyano-7H-purin-8-yl)pyrrolidine-1-carboxylate C(#N)C1=C2NC(=NC2=NC=N1)[C@@H]1N(CCC1)C(=O)OCC1=CC=CC=C1